methyl 2-chloro-5-[1-(2-methyl-5-pentafluoroethyl-4-trifluoromethyl-2H-pyrazol-3-yl)-1H-[1,2,3]triazol-4-yl]-benzoate ClC1=C(C(=O)OC)C=C(C=C1)C=1N=NN(C1)C=1N(N=C(C1C(F)(F)F)C(C(F)(F)F)(F)F)C